[1]oxacyclohexadecino[5,6-d]imidazol-6-one N1C=NC2=C1C=CC=CC=CC=CC=COC(C=C2)=O